C(C)(C)(C)OC(=O)NCCCCCCCC(O)C1=CC=CC(=N1)C(=O)OC methyl 6-(8-((tert-butoxycarbonyl)amino)-1-hydroxyoctyl)picolinate